ortho-pyridyldisulfide N1=C(C=CC=C1)SSC1=NC=CC=C1